5-((3-(3-((3,5-Dichlorobenzyl)amino)propanamido)propyl)amino)benzo[c][2,6]naphthyridine-8-carboxamide ClC=1C=C(CNCCC(=O)NCCCNC2=NC3=C(C4=CN=CC=C24)C=CC(=C3)C(=O)N)C=C(C1)Cl